4-(3-pyrrolidin-1-ylpropoxy)benzaldehyde N1(CCCC1)CCCOC1=CC=C(C=O)C=C1